methyl (R)-3-bromo-1-(2-((tert-butoxycarbonyl)amino)-7-((tert-butyldiphenylsilyl)oxy)heptyl)-1H-pyrazole-5-carboxylate BrC1=NN(C(=C1)C(=O)OC)C[C@@H](CCCCCO[Si](C1=CC=CC=C1)(C1=CC=CC=C1)C(C)(C)C)NC(=O)OC(C)(C)C